racemic-ferrocenylethyl-amine [C-]1(C=CC=C1)CCN.[CH-]1C=CC=C1.[Fe+2]